ClCCN(C1=CC=C(C=C1)CCCC(=O)NC=1C=CC=C2C=CC=NC12)CCCl 4-(4-(bis(2-chloroethyl)amino)phenyl)-N-(quinolin-8-yl)butanamide